(E)-3,5-difluoro-N-((3-(2-(pyridin-2-yl)vinyl)-1-(tetrahydro-2H-pyran-2-yl)-1H-indazol-5-yl)methyl)aniline FC=1C=C(NCC=2C=C3C(=NN(C3=CC2)C2OCCCC2)\C=C\C2=NC=CC=C2)C=C(C1)F